BrC1=C(C=CC(=N1)C(=O)OC)N1CCN(CC1)C1C2CC(C1)(C2)C=2NC(C(=CN2)CC)=O methyl 6-bromo-5-(4-(4-(5-ethyl-6-oxo-1,6-dihydropyrimidin-2-yl)bicyclo[2.1.1]hexan-2-yl)piperazin-1-yl)picolinate